tert-butyl 3-(3-(1-(3-chlorophenyl)cyclopropyl)-1,2,4-oxadiazol-5-yl)-2-(diethoxyphosphoryl)propanoate ClC=1C=C(C=CC1)C1(CC1)C1=NOC(=N1)CC(C(=O)OC(C)(C)C)P(=O)(OCC)OCC